NCNC(C[Si](OC)(OC)OC)C N-aminomethyl-beta-aminopropyl-trimethoxysilane